3-(4-methylphenyl)-1-phenyl-2-propen-1-one CC1=CC=C(C=C1)C=CC(=O)C1=CC=CC=C1